(6R,7aS)-6-(2,3-dichloro-6-methoxyphenyl)-3-oxo-hexahydropyrrolizine-2-carboxylic acid ClC1=C(C(=CC=C1Cl)OC)[C@@H]1CN2C(C(C[C@@H]2C1)C(=O)O)=O